N-((S)-1-(4-(ethylsulfonyl)phenyl)-3-oxopropyl)benzamide C(C)S(=O)(=O)C1=CC=C(C=C1)[C@H](CC=O)NC(C1=CC=CC=C1)=O